(1R,2R,5S,6R)-3-(3-chlorophenyl)-2-methyl-3-azabicyclo[3.1.0]hexane-6-carboxylic acid ClC=1C=C(C=CC1)N1[C@@H]([C@H]2[C@@H]([C@H]2C1)C(=O)O)C